(6-amino-2-cyclopropyl-5-(3-hydroxy-2,6-dimethylphenyl)-3-methyl-5H-pyrrolo[2,3-b]pyrazin-7-yl)(6,7-dihydropyrazolo[1,5-a]pyrazin-5(4H)-yl)methanone NC1=C(C=2C(=NC(=C(N2)C2CC2)C)N1C1=C(C(=CC=C1C)O)C)C(=O)N1CC=2N(CC1)N=CC2